N-phenyl-1-(phenylsulfonyl)-1H-1,2,4-triazol-3-amine C1(=CC=CC=C1)NC1=NN(C=N1)S(=O)(=O)C1=CC=CC=C1